sodium (S)-3-chloro-2-(3-(hydroxymethyl)pyrrolidin-1-yl)pyridine-4-thiol ClC=1C(=NC=CC1S)N1C[C@H](CC1)CO.[Na]